1,2-bis(2-((2-(chloromethyl)-3-methylpyridin-4-yl)oxy)ethoxy)ethane ClCC1=NC=CC(=C1C)OCCOCCOCCOC1=C(C(=NC=C1)CCl)C